CC1=CC=CN=N1 6-methylpyridazine